C(C1=CC=CC=C1)OC(=O)NC1CCN(CC1)CC(=O)OCC ethyl 2-(4-(((benzyloxy)carbonyl)amino)piperidin-1-yl)acetate